C1(CC1)NC(=O)C=1NC2=CC=C(C=C2C1)N1C(NC2=C(C1=O)C1=C(S2)CCCCC1)=O N-Cyclopropyl-5-(2,4-dioxo-1,5,6,7,8,9-hexahydro-2H-cyclohepta[4,5]thieno[2,3-d]pyrimidin-3(4H)-yl)-1H-indole-2-carboxamide